silicon benzyne C1#CC=CC=C1.[Si]